isoindoline-1,3-dione formate C(=O)O.C1(NC(C2=CC=CC=C12)=O)=O